COC=1C=C(C=CC1OCC=1C=NC(=CC1)C(F)(F)F)C(C)N1C=NC=2C1=NC=C(C2)C=2C=NN(C2)C 3-(1-(3-methoxy-4-((6-(trifluoromethyl)pyridin-3-yl)methoxy)phenyl)ethyl)-6-(1-methyl-1H-pyrazol-4-yl)-3H-imidazo[4,5-b]pyridine